gold-copper-gold [Au].[Cu].[Au]